1-(2-Chloroethyl)-3-(4-methylcyclohexyl)-1-nitrosourea ClCCN(C(=O)NC1CCC(CC1)C)N=O